C(=O)C=1C=NN(C1)C1=NC=CC(=C1)NC(OCCCl)=O 2-chloroethyl (2-(4-formyl-1H-pyrazol-1-yl)pyridin-4-yl)carbamate